C1(CC1)C=1C=C(C(N(N1)C1=CC(=C(C=C1)OC)OC)=O)C(=O)C1C(CC(CC1=O)=O)C 6-[6-cyclopropyl-2-(3,4-dimethoxyphenyl)-3-oxo-pyridazine-4-carbonyl]-5-methyl-cyclohexane-1,3-dione